O1CCN(CC1)CCCNC(=O)C1=CC2=C(NC3=CC=CC=C23)C(=N1)C1=CC=C(C=C1)C N-(3-morpholinopropyl)-1-(p-tolyl)-9H-pyrido[3,4-b]indole-3-carboxamide